3-(5-(4-Chlorophenoxy)-7-Fluoro-4-Oxo-1,4-Dihydroquinolin-2-Yl)-4-(Methylthio)Benzonitrile ClC1=CC=C(OC2=C3C(C=C(NC3=CC(=C2)F)C=2C=C(C#N)C=CC2SC)=O)C=C1